4-[3-[2,6-Dichloro-4-[(1-methylpiperidin-4-yl)methoxy]benzoyl]-2,4-dihydro-1,3-benzoxazin-8-yl]-5-fluoro-2-morpholin-4-ylbenzoic acid ClC1=C(C(=O)N2COC3=C(C2)C=CC=C3C3=CC(=C(C(=O)O)C=C3F)N3CCOCC3)C(=CC(=C1)OCC1CCN(CC1)C)Cl